N-(4-(3-ethyl-4-(propylsulfonylamino)phenyl)-1H-pyrrolo[2,3-b]pyridin-6-yl)cyclopropylcarboxamide C(C)C=1C=C(C=CC1NS(=O)(=O)CCC)C1=C2C(=NC(=C1)NC(=O)C1CC1)NC=C2